C1(=CC=CC=C1)[C@@H](C)OC(=O)NC=1N(N=CC1F)C1=CC=C(C=C1)Br 3-[(R)-1-phenylethoxycarbonylamino]-2-(p-bromophenyl)-4-fluoro-2H-pyrazole